N-formyl-α-phenylglycine n-butyl ester C(CCC)OC(C(NC=O)C1=CC=CC=C1)=O